C1N(CC12CCNCC2)C2=CC=CC=1N(C(N(C12)C)=O)C1C(NC(CC1)=O)=O 3-[4-(2,7-Diazaspiro[3.5]nonan-2-yl)-3-methyl-2-oxo-benzimidazol-1-yl]piperidine-2,6-dione